FC1=C(C(=CC=C1)OC)C1=CC(=NC=C1C(=O)NC=1SC(=NN1)OCC1=NC=C(C=C1)CC1COC1)C 4-(2-fluoro-6-methoxyphenyl)-6-methyl-N-(5-((5-(oxetan-3-ylmethyl)pyridin-2-yl)methoxy)-1,3,4-thiadiazol-2-yl)nicotinamide